nickel (2,2'-bipyridyl) diiodide [I-].[I-].N1=C(C=CC=C1)C1=NC=CC=C1.[Ni+2]